BrC=1N(C2=CC=CC=3C4=C[C@H](CN([C@@H]4CC1C32)C)C(N(CC)CC)=O)C([C@@H](C)NC(OC(C)(C)C)=O)=O tert-butyl ((R)-1-((6aR,9R)-5-bromo-9-(diethylcarbamoyl)-7-methyl-6a,7,8,9-tetrahydroindolo[4,3-fg]quinolin-4(6H)-yl)-1-oxopropan-2-yl)carbamate